N1(C=NC=C1)C1=CC=CC(=N1)C(=O)O 6-(1H-imidazol-1-yl)picolinic acid